((6R,7aS)-1,6-Difluorotetrahydro-1H-pyrrolizin-7a(5H)-yl)methanol FC1CCN2C[C@@H](C[C@]12CO)F